(S)-4-(5-(3-((2-((S)-3-carboxybutanoyl)-6-(methylamino)benzo[b]thiophen-5-yl)oxy)propoxy)-6-methoxyisoindolin-2-yl)-2-methyl-4-oxobutanoic acid C(=O)(O)[C@H](CC(=O)C1=CC2=C(S1)C=C(C(=C2)OCCCOC=2C=C1CN(CC1=CC2OC)C(C[C@@H](C(=O)O)C)=O)NC)C